2-(1-(3,5-Difluorophenyl)-3-(6-fluoropyridin-3-yl)-1H-pyrazol-4-yl)-5-methyl-3-(2-(2-oxoindolin-5-yl)ethyl)oxazolidin-4-one FC=1C=C(C=C(C1)F)N1N=C(C(=C1)C1OC(C(N1CCC=1C=C2CC(NC2=CC1)=O)=O)C)C=1C=NC(=CC1)F